[Si](C)(C)(C(C)(C)C)OC[C@H]1C([C@@H]2[C@H](N1C(=O)OCC1=CC=CC=C1)CCC2)=O benzyl (2S,3aS,6aR)-2-(((tert-butyldimethylsilyl)oxy)methyl)-3-oxohexahydrocyclopenta[b]pyrrole-1(2H)-carboxylate